aluminium-indium [In].[Al]